BrC=1C(=NC(=NC1OC)N)OC 5-bromo-4,6-dimethoxy-Pyrimidin-2-amine